6-fluoro-N~2~-(4-fluoro-2-methoxyphenyl)-7-(8-methyl-2,3-dihydro-1H-pyrido[2,3-b][1,4]oxazin-7-yl)quinazoline-2,5-diamine FC1=C(C=2C=NC(=NC2C=C1C1=C(C2=C(OCCN2)N=C1)C)NC1=C(C=C(C=C1)F)OC)N